N1=CC=C(C2=CC(=NC=C12)N)N 1,7-naphthyridine-4,6-diamine